7,7-dimethyl-7,8-dihydro-4H-benzo[d][1,3]dioxin-5(6H)-one CC1(CC(C2=C(OCOC2)C1)=O)C